C(C)(=O)ON(C(C)=O)C(C)CC(C=1C=CC=2N(C3=CC=C(C=C3C2C1)C(=O)C=1C(=CC=CC1)C)CC)=NOC(C)=O N-acetoxy-N-{4-acetoxyimino-4-[9-ethyl-6-(o-toluoyl)-9H-carbazol-3-yl]butane-2-yl}acetamide